ClC1=CC=NC2=CC=NC(=C12)Cl 4,5-dichloro-[1,6]Naphthyridine